C1(CCCCC1)C[C@@H](C(=O)N[C@@H](C[C@H]1C(NCC1)=O)C(C(=O)NC1CC1)=O)NC(OC(C1(CC1)C1=CC(=CC=C1)Cl)C1=CC(=CC=C1)Cl)=O (3-Chlorophenyl)(1-(3-chlorophenyl)cyclopropyl)methyl ((S)-3-cyclohexyl-1-(((S)-4-(cyclopropylamino)-3,4-dioxo-1-((S)-2-oxopyrrolidin-3-yl)butan-2-yl)amino)-1-oxopropan-2-yl)carbamate